chloro(2-di-tert-butylphosphino-2',4',6'-tri-i-propyl-1,1'-biphenyl) ClC=1C(=C(C=CC1)C1=C(C=C(C=C1C(C)C)C(C)C)C(C)C)P(C(C)(C)C)C(C)(C)C